OC1=C(C=CC(=C1)C(F)(F)F)C1=C(C=C(N=N1)N[C@H]1CN(CCC1)CCN1CC(C1)O)C (R)-1-(2-(3-((6-(2-hydroxy-4-(trifluoromethyl)phenyl)-5-methylpyridazin-3-yl)amino)piperidin-1-yl)ethyl)azetidin-3-ol